2-(1-methyl-2-oxabicyclo[2.1.1]hexan-4-yl)pyrazolo[3,4-b]pyrazin CC12OCC(C1)(C2)N2N=C1N=CC=NC1=C2